tert-Butyl (2-(3-(3-(1-(2-chloro-4-fluorophenyl)cyclopropyl)-1,2,4-oxadiazol-5-yl)-5-(difluoromethyl)-1H-pyrazol-1-yl)acetyl)glycinate ClC1=C(C=CC(=C1)F)C1(CC1)C1=NOC(=N1)C1=NN(C(=C1)C(F)F)CC(=O)NCC(=O)OC(C)(C)C